ClC=1C=C2C=C(NC2=CC1C=1C=NC(=CC1)CO)CNC(C)=O N-({5-chloro-6-[6-(hydroxymethyl)-3-pyridyl]-2-indolyl}methyl)acetamide